CSC=1C(=C(C)C=C(C1N)SC)N 3,5-dimethylthio-2,4-diaminotoluene